tertiary hexylamine C(C)(C)(CCC)N